FC(C=1C(=NN2C1C1=CC=CC=C1CC2)C(=O)OCC)(F)F ethyl 1-(trifluoromethyl)-5,6-dihydropyrazolo[5,1-a]isoquinoline-2-carboxylate